(E)-N-(1-(3-(1-methyl-1H-pyrazol-4-yl)-5-(thiophen-2-yl)phenyl)ethyl)-2-(3-(2-(4-(methylamino)-4-oxobut-2-enoyl)hydrazineyl)-3-oxopropyl)benzamide CN1N=CC(=C1)C=1C=C(C=C(C1)C=1SC=CC1)C(C)NC(C1=C(C=CC=C1)CCC(=O)NNC(\C=C\C(=O)NC)=O)=O